CC1=NC(=CC(=N1)N1CCN(CC1)CC1=CC=C(CC=2C=3C4=C(C(N(C4=CC2)[C@@H]2C(NC(CC2)=O)=O)=O)C=CC3)C=C1)N1N=C(N=C1)C (S)-3-(6-(4-((4-(2-methyl-6-(3-methyl-1H-1,2,4-triazol-1-yl)pyrimidin-4-yl)piperazin-1-yl)methyl)benzyl)-2-oxobenzo[cd]indol-1(2H)-yl)piperidine-2,6-dione